N-(5-chloro-1H-pyrrolo[3,2-b]pyridin-3-yl)-1-methyl-5-(pyridin-3-yloxy)-1H-benzo[d]imidazole-2-amine ClC1=CC=C2C(=N1)C(=CN2)NC2=NC1=C(N2C)C=CC(=C1)OC=1C=NC=CC1